CN1N=C(C=C1C(=O)NCC=1C=C2C(=C(NC2=CC1)C1CCOCC1)C)C 1,3-dimethyl-N-((3-methyl-2-(tetrahydro-2H-pyran-4-yl)-1H-indol-5-yl)methyl)-1H-pyrazole-5-carboxamide